9-(4-ethynylbenzyl)-6-(piperazin-1-yl)-9H-purine C(#C)C1=CC=C(CN2C3=NC=NC(=C3N=C2)N2CCNCC2)C=C1